C(C)C=1C=C2CC(CC2=CC1CC)O 5,6-diethyl-2-indanol